5-Chloro-7-hydroxy-3,4-dihydroisoquinoline-2(1H)-carboxylic acid tert-butyl ester C(C)(C)(C)OC(=O)N1CC2=CC(=CC(=C2CC1)Cl)O